5-(dimethylamino)-1-naphthalenesulfonyl chloride CN(C1=C2C=CC=C(C2=CC=C1)S(=O)(=O)Cl)C